COC1=CC=C(C=C1)C1=CC=C(C(=O)O)C=C1 4-(4-Methoxyphenyl)benzoic acid